C(C)(C)(C)OC(=O)N1C2C(CCC1CC2)(C2=CNC1=NC=CC=C12)O tert-butyl-2-hydroxy-2-(1H-pyrrolo[2,3-b]pyridin-3-yl)-8-azabicyclo-[3.2.1]octane-8-carboxylate